C(#N)C1CN(C1)S(=O)(=O)C=1C=C(C(=O)N(C)[C@@H](C(=O)NCC2=CC(=C(C=C2)Cl)Cl)C)C=CC1 3-((3-cyano-1-azetidinyl)sulfonyl)-N-((1R)-2-((3,4-dichlorobenzyl)amino)-1-methyl-2-oxoethyl)-N-methylbenzamide